2-(2-(2-(4-(3-methoxy-4-((4-(methylamino)-5-(trifluoromethyl)pyrimidin-2-yl)amino)benzoyl)piperazin-1-yl)ethoxy)ethoxy)ethyl 4-methylbenzenesulfonate CC1=CC=C(C=C1)S(=O)(=O)OCCOCCOCCN1CCN(CC1)C(C1=CC(=C(C=C1)NC1=NC=C(C(=N1)NC)C(F)(F)F)OC)=O